monoethyl (7,8-dichloro-4-(1H-imidazol-1-yl) quinolin-2-yl) methylphosphonate CP(OCC)(OC1=NC2=C(C(=CC=C2C(=C1)N1C=NC=C1)Cl)Cl)=O